OC1=C(C=C(C=C1)[N+](=O)[O-])B(O)O 2-hydroxy-5-nitrobenzeneboronic acid